FC1(CCN(CC1)C1=NC(=NC=C1)NC(C1=C(C=C(C=C1)SCCO)N1CCC2(CC2)CC1)=O)F N-(4-(4,4-difluoropiperidin-1-yl)pyrimidin-2-yl)-4-((2-hydroxyethyl)thio)-2-(6-azaspiro[2.5]octan-6-yl)benzamide